C(=O)SC1CC1 S-cyclopropyl thioformate